[N+](=O)([O-])C1=CC(=CC2=C1N[C@@H](CO2)C2CCOCC2)S(=O)(=O)NC(C2=CC=CC=C2)=O N-[(3R)-5-nitro-3-(oxan-4-yl)-3,4-dihydro-2H-1,4-benzoxazin-7-ylsulfonyl]benzamide